2-(2-((5-(1-hydroxyisoquinolin-7-yl)-1-isopropyl-1H-indazol-3-yl)methoxy)phenyl)acetic acid OC1=NC=CC2=CC=C(C=C12)C=1C=C2C(=NN(C2=CC1)C(C)C)COC1=C(C=CC=C1)CC(=O)O